4-(2-(3,4-Dimethoxyphenyl)-3-isopropyl-1H-indol-5-yl)cyclohexan-1-ol COC=1C=C(C=CC1OC)C=1NC2=CC=C(C=C2C1C(C)C)C1CCC(CC1)O